(3'R,5'S)-5'-fluoro-2-oxo[1,3'-bipiperidine]-1'-carboxylic acid tert-butyl ester C(C)(C)(C)OC(=O)N1C[C@@H](C[C@@H](C1)F)N1C(CCCC1)=O